3-((3-(3-bromophenyl)oxetan-3-yl)fluoromethyl)-4H-1,2,4-triazole BrC=1C=C(C=CC1)C1(COC1)C(C1=NN=CN1)F